2-((2-Acetyl-3-fluorophenyl)amino)-2-oxoethyl acetate C(C)(=O)OCC(=O)NC1=C(C(=CC=C1)F)C(C)=O